2-chloro-4-phenyl-6-(5'-phenyl-[1,1':3',1''-terphenyl]-3-yl)-1,3,5-triazine ClC1=NC(=NC(=N1)C1=CC=CC=C1)C=1C=C(C=CC1)C1=CC(=CC(=C1)C1=CC=CC=C1)C1=CC=CC=C1